C(C1=CC=CC=C1)OC=1N2CCCCC3(CCC4=CC=CC1N34)C2 1-(benzyloxy)-3,4,5,6,7,8-hexahydro-2,6a-methano[1,4]diazonino[9,1,2-cd]indolizine